n-tridecyl eicosanoate C(CCCCCCCCCCCCCCCCCCC)(=O)OCCCCCCCCCCCCC